C1=C(C(C)=C)O1 Epoxyisoprene